rac-(1S*,2S*)-N-(5-acetyl-2-chloropyridin-4-yl)-2-(4-methylpyrimidin-2-yl)cyclopropane-1-carboxamide C(C)(=O)C=1C(=CC(=NC1)Cl)NC(=O)[C@@H]1[C@H](C1)C1=NC=CC(=N1)C |r|